O=C1NC(CCC1N1C(C2=CC=C(C=C2C1=O)CNC(C1=CC=C(C=C1)OC(F)(F)F)=O)=O)=O N-[2-(2,6-Dioxo-piperidin-3-yl)-1,3-dioxo-2,3-dihydro-1H-isoindol-5-ylmethyl]-4-trifluoromethoxybenzamide